2-phenyl ((S)-1-((2S,4R)-2-((4-ethynylbenzyl)carbamoyl)-4-hydroxypyrrolidin-1-yl)-3,3-dimethyl-1-oxobutan-2-yl)carbamate C(#C)C1=CC=C(CNC(=O)[C@H]2N(C[C@@H](C2)O)C([C@H](C(C)(C)C)NC(OC2=CC=CC=C2)=O)=O)C=C1